C1=CC=CC=2C=3C=CC=C4C=C5C(=C(C12)C43)C=CC=C5 benz[a]fluoranthene